C(#N)C=1SC=C2OCC(CC21)N(C(OC(C)(C)C)=O)C tert-butyl N-(5-cyano-3,4-dihydro-2H-thieno[3,4-b]pyran-3-yl)-N-methyl-carbamate